Cl.N[C@@H](C(=O)NC1C(NC(CC1)=O)=O)C1=CC=CC=C1 (2R)-2-amino-N-(2,6-piperidinedione-3-yl)-2-phenylacetamide hydrochloride